NCC1=CC(=C(C(=C1)C)NC(=O)C1=CC2=C(OCCC3=C2SC=C3)C=C1C=1C(=NC(=CC1)C(NCC(F)(F)F)=O)C(=O)OC)C methyl 3-(9-((4-(aminomethyl)-2,6-dimethylphenyl)carbamoyl)-4,5-dihydrobenzo[b]thieno[2,3-d]oxepin-8-yl)-6-((2,2,2-trifluoroethyl)carbamoyl)picolinate